N-(3-Chloro-4-methyl-1H-indol-7-yl)-1-(2,2-difluoroethyl)pyrazol-4-sulfonamid ClC1=CNC2=C(C=CC(=C12)C)NS(=O)(=O)C=1C=NN(C1)CC(F)F